(R)-(4-(6-bromopyrazolo[1,5-a]pyridin-2-yl)-1,4,6,7-tetrahydro-5H-imidazo[4,5-c]pyridin-5-yl)(5-(1-methyl-1H-pyrazol-4-yl)-1,3,4-oxadiazol-2-yl)methanone BrC=1C=CC=2N(C1)N=C(C2)[C@@H]2N(CCC1=C2N=CN1)C(=O)C=1OC(=NN1)C=1C=NN(C1)C